ClC1=C(C=CC(=C1)C1=C2C(=NC=C1)NC=C2F)C2([C@H](CN(C[C@H]2C)C(C)C)C)O (3S,4s,5R)-4-(2-chloro-4-(3-fluoro-1H-pyrrolo[2,3-b]pyridin-4-yl)phenyl)-1-isopropyl-3,5-dimethylpiperidin-4-ol